[Ca].[Mg].[Si].[Ca] calcium-silicon-magnesium-calcium